ethyl 6-(4-chloro-3,5-difluorophenyl)-3-methyl-4-oxo-4,5-dihydropyrazolo[1,5-a]pyrazine-2-carboxylate ClC1=C(C=C(C=C1F)C=1NC(C=2N(C1)N=C(C2C)C(=O)OCC)=O)F